2-methyl-5-[(1-methyl-1H-pyrazol-5-yl)methoxy]-N-[2-methyl-2-(morpholin-4-yl)propyl]-2H-indazole-3-carboxamide CN1N=C2C=CC(=CC2=C1C(=O)NCC(C)(N1CCOCC1)C)OCC1=CC=NN1C